Tert-butyl (1R,3r,5S)-3-((5-cyclopropyl-3-(2,6-dichlorophenyl) isoxazol-4-yl) methoxy)-8-azabicyclo[3.2.1]octane-8-carboxylate C1(CC1)C1=C(C(=NO1)C1=C(C=CC=C1Cl)Cl)COC1C[C@H]2CC[C@@H](C1)N2C(=O)OC(C)(C)C